COC=1C=C(C(=O)O)C=CC1NC1=NC=C(C(=N1)NCC1=NC=CN=C1N(S(=O)(=O)C)C)C(F)(F)F 3-methoxy-4-((4-(((3-(N-methylmethanesulfonamido)pyrazin-2-yl)methyl)amino)-5-(trifluoromethyl)pyrimidin-2-yl)amino)benzoic acid